3-(5-(4-isopropyl-4H-1,2,4-triazol-3-yl)-1H-indazol-3-yl)-N-(1-methyl-1H-pyrazol-4-yl)benzamide C(C)(C)N1C(=NN=C1)C=1C=C2C(=NNC2=CC1)C=1C=C(C(=O)NC=2C=NN(C2)C)C=CC1